C(=O)(O)[C@@H](CC=1C=C(C=CC1)N1CCC(CC1)C=1C(=C(NC=CC1)CC=1C=C(C=CC1)C[C@H](C(=O)O)[C@@H]1CNCC1)CC=1C=C(C=CC1)C[C@H](C(=O)O)[C@@H]1CNCC1)[C@@H]1CNCC1 (2S,2'S)-3,3'-(((1-(3-((S)-2-carboxy-2-((R)-pyrrolidin-3-yl)ethyl)phenyl)piperidin-4-yl)azepinediyl)bis(methylene)bis(3,1-phenylene))bis(2-((R)-pyrrolidin-3-yl)propanoic acid)